N-((1-(5-(3-(hydroxymethyl)phenyl)-6-phenylpyrazin-2-yl)piperidin-4-yl)methyl)pivalamide OCC=1C=C(C=CC1)C=1N=CC(=NC1C1=CC=CC=C1)N1CCC(CC1)CNC(C(C)(C)C)=O